C(C)OC(=O)C=1C(=CC=2N(C1)C(=NC2)C)C2=C(C=CC=C2OC)F 7-(2-fluoro-6-methoxyphenyl)-3-methylimidazo(1,5-a)pyridine-6-carboxylic acid ethyl ester